2-pyrrolidinyl-6-methylpyridine N1(CCCC1)C1=NC(=CC=C1)C